CC1=NC(=CC=C1N)OC1=CC=C(C=C1)C1=CN=CS1 2-methyl-6-(4-(thiazol-5-yl)phenoxy)pyridin-3-amine